3-((dimethylamino)methyl)-4-morpholinoaniline CN(C)CC=1C=C(N)C=CC1N1CCOCC1